FC(S(=O)(=O)[O-])(F)F.[Eu+3].FC(S(=O)(=O)[O-])(F)F.FC(S(=O)(=O)[O-])(F)F europium(III) trifluoromethanesulfonate